C1(CCC1)CC(C#N)C(C)=O 2-(cyclobutylmethyl)-3-oxobutyronitrile